ClC=1C=C2C(=NC(N(C2=CC1OCCO)C)=O)N1CCOCC2=C1C=CC=C2C#C 6-chloro-4-(6-ethynyl-2,3-dihydrobenzo[e][1,4]oxazepine-1(5H)-yl)-7-(2-hydroxyethoxy)-1-methylquinazolin-2(1H)-one